C1(=CC=CC=2OC3=C(C21)C=CC=C3)C=3C(=C(C(=C(C3C3=CC=C(C=C3)N3C2=CC=CC=C2C=2C=C(C=CC32)C)C3=CC=C(C=C3)N3C2=CC=CC=C2C=2C=C(C=CC32)C)C=3C(=NC(=CC3)C3=CC=CC=C3)C3=CC=CC=C3)C#N)C3=CC=C(C=C3)N3C2=CC=CC=C2C=2C=C(C=CC32)C 6'-(dibenzo[b,d]furan-1-yl)-3'-(2,6-diphenylpyridin-3-yl)-4,4''-bis(3-methyl-9H-carbazol-9-yl)-5'-(4-(3-methyl-9H-carbazol-9-yl)phenyl)-[1,1':2',1''-terphenyl]-4'-carbonitrile